BrCC1=C2C=CN(C2=CC(=C1OC=1C=CC(=C(C(=O)OC)C1)F)F)S(=O)(=O)C1=CC=CC=C1 Methyl 5-((4-(bromomethyl)-6-fluoro-1-(phenylsulfonyl)-1H-indol-5-yl)oxy)-2-fluorobenzoate